(R)-6-chloro-7-(4-(6,6-dimethylmorpholin-3-yl)phenyl)-3-((1-(4-fluorobenzoyl)-4-hydroxypiperidin-4-yl)methyl)-3,7-dihydro-4H-pyrrolo[2,3-d]pyrimidin-4-one ClC1=CC2=C(N=CN(C2=O)CC2(CCN(CC2)C(C2=CC=C(C=C2)F)=O)O)N1C1=CC=C(C=C1)[C@H]1NCC(OC1)(C)C